methyl 1-(4-(1-(2,6-dichlorophenyl) azetidin-3-yl) benzyl)-4-methylpiperidine-4-carboxylate ClC1=C(C(=CC=C1)Cl)N1CC(C1)C1=CC=C(CN2CCC(CC2)(C(=O)OC)C)C=C1